FC1=CC=C(C=C1)C1=NN(C(=C1)O)C1=CC=C(C=C1)C=1CCC(NN1)=O 6-(4-(3-(4-fluorophenyl)-5-hydroxy-1H-Pyrazol-1-yl)phenyl)-4,5-dihydropyridazin-3(2H)-one